C(C)N1C(CN(CC1)CCOC1=CC=C(C=C1)NC(NCC(=O)NC1=CC=C(C=C1)N[C@@H]1C[C@@H](N(C2=CC=CC=C12)C(CC)=O)C)=O)=O 2-(3-(4-(2-(4-ethyl-3-oxopiperazin-1-yl)ethoxy)phenyl)ureido)-N-(4-(((2S,4R)-2-methyl-1-propionyl-1,2,3,4-tetrahydroquinolin-4-yl)amino)phenyl)acetamide